3-((2,2,2-trichloroethoxy)carbonyl)but-3-enoic acid ClC(COC(=O)C(CC(=O)O)=C)(Cl)Cl